3-((6,7-dimethoxy-quinazolin-4-yl)oxy)-N-(4-((4-ethylpiperazin-1-yl)methyl)-3-(trifluoromethyl)phenyl)-4-methylbenzamide COC=1C=C2C(=NC=NC2=CC1OC)OC=1C=C(C(=O)NC2=CC(=C(C=C2)CN2CCN(CC2)CC)C(F)(F)F)C=CC1C